N-((5-(tert-butyl)-2-methoxyphenyl)sulfonyl)-1-methoxy-5-(1H-pyrazol-1-yl)-2-naphth-amide C(C)(C)(C)C=1C=CC(=C(C1)S(=O)(=O)NC(=O)C1=C(C2=CC=CC(=C2C=C1)N1N=CC=C1)OC)OC